NC1CCC(CC1)N1CCC(CC1)C=1C=C2C(C=3N(C=4C=CC=C(C4C(N3)=O)Cl)C2=CC1)(C)C 9-(1-(4-aminocyclohexyl)piperidin-4-yl)-4-chloro-7,7-dimethylindolo[1,2-a]quinazolin-5(7H)-one